CN(C(=O)C=1NN=C2C1CN(CC2)C(=O)C=2NC1=CC=CC=C1C2)C2(CC2)C2=CC=C(C(=O)O)C=C2 4-{1-[N-methyl-5-(1H-indole-2-carbonyl)-2H,4H,5H,6H,7H-pyrazolo[4,3-c]pyridine-3-amido]cyclopropyl}benzoic acid